ClC=1C(=C(C(=O)NC)C=C(C1)Cl)NC 3,5-dichloro-N-methyl-2-methylaminobenzamide